CC1=CC=2C(=C3C(C4=CC=CC=C4C(=C3C(C2C=C1)=O)OC(=O)C=1C(=CC=CC1)C)=O)OC(=O)C=1C(=CC=CC1)C 2-methyl-5,11-dioxo-6,12-bis(o-toluoyloxy)naphthacene